4-chlorobenzyl (4-((3-methyl-1,2,4-oxadiazol-5-yl)methyl)phenyl)carbamate CC1=NOC(=N1)CC1=CC=C(C=C1)NC(OCC1=CC=C(C=C1)Cl)=O